[K].[Cu] copper potassium salt